3-(4-(2-fluoroethoxy)phenyl)-8-methoxy-2-(trifluoromethyl)-4H-pyrimido[1,2-a]pyrimidin-4-one FCCOC1=CC=C(C=C1)C1=C(N=C2N(C1=O)C=CC(=N2)OC)C(F)(F)F